ClC=1C=C(C=CC1F)[C@@H](NC(=O)[C@@H]1CNC(O1)=O)C1=NC=C(C=C1)Cl |o1:8| (S)-N-((R or S)-(3-chloro-4-fluorophenyl)(5-chloropyridin-2-yl)methyl)-2-oxooxazolidine-5-carboxamide